(2S,4R)-allyl 2-methyl-4-(2-((1R,3R)-4-methyl-3-(methylamino)-1-(propionyloxy)pentyl)thiazole-4-carboxamido)-5-phenylpentanoate C[C@H](C(=O)OCC=C)C[C@H](CC1=CC=CC=C1)NC(=O)C=1N=C(SC1)[C@@H](C[C@H](C(C)C)NC)OC(CC)=O